1-({5-bromo-1H-pyrrolo[2,3-b]pyridin-3-yl}methyl)-4-ethylpiperazine BrC=1C=C2C(=NC1)NC=C2CN2CCN(CC2)CC